Cis-tert-butyl (4aS,10bS)-8-(1-(trifluoromethyl)-1H-pyrazol-3-yl)-2,3,4,4a,6,10b-hexahydro-1H-isochromeno[4,3-b]pyridine-1-carboxylate FC(N1N=C(C=C1)C=1C=CC2=C(C1)CO[C@@H]1[C@H]2N(CCC1)C(=O)OC(C)(C)C)(F)F